CC=1C=C2C(C(NC2=CC1)=O)=CC1=CC=C(O1)C=1C=C(C(=O)O)C=CC1 3-(5-((5-methyl-2-oxoindolin-3-ylidene)methyl)furan-2-yl)benzoic acid